COC[C@@H]1N(CCC1)S(=O)(=O)C1=CC=C(C=C1)NC(NCC=1C=NC=CC1)=O 3-{4-[(2R)-2-(methoxymethyl)pyrrolidine-1-sulfonyl]phenyl}-1-(pyridin-3-ylmethyl)urea